CC(CC(C(=O)O)N)C(F)(F)F The molecule is a leucine derivative in which one of its methyl groups is replaced by trifluoromethyl. It is a leucine derivative, an organofluorine compound and a non-proteinogenic alpha-amino acid. It derives from a leucine.